3-ISOXAZOLIDON O1NC(CC1)=O